S1C=NC2=C1C=CC=C2B(O)O 1,3-benzothiazol-4-ylboronic acid